2-(6-{5-chloro-2-[(oxacyclohex-4-yl)amino]pyrimidin-4-yl}-1-oxo-2,3-dihydro-1H-isoindol-2-yl)-N-(2-hydroxyethyl)-N-(2-phenylethyl)acetamide Potassium chloride [Cl-].[K+].ClC=1C(=NC(=NC1)NC1CCOCC1)C1=CC=C2CN(C(C2=C1)=O)CC(=O)N(CCC1=CC=CC=C1)CCO